(3R)-1-[7-[2-fluoro-4-(trifluoromethyl)phenoxy]-2-azaspiro[3.5]nonane-2-carbonyl]pyrrolidine-3-carboxamide Ethyl-3-iodo-5,7-diphenylpyrazolo[1,5-a]pyrimidine-2-carboxylate C(C)OC(=O)C1=NN2C(N=C(C=C2C2=CC=CC=C2)C2=CC=CC=C2)=C1I.FC1=C(OC2CCC3(CN(C3)C(=O)N3C[C@@H](CC3)C(=O)N)CC2)C=CC(=C1)C(F)(F)F